BrC=1C=C(C=C(C1)F)[C@H](CC1CC1)NS(=O)(=O)C1=CC=C(C=C1)OC(F)(F)F (S)-N-(1-(3-bromo-5-fluorophenyl)-2-cyclopropylethyl)-4-(trifluoromethoxy)benzenesulfonamide